N-[[2-(6-fluoro-2-pyridyl)-1,6-naphthyridin-7-yl]methyl]-1,1-dioxo-3,5-dihydro-2H-4,1λ6-benzoxathiepine-8-carboxamide FC1=CC=CC(=N1)C1=NC2=CC(=NC=C2C=C1)CNC(=O)C1=CC2=C(COCCS2(=O)=O)C=C1